6-p-toluidinyl-naphthalene-2-sulfonate N(C1=CC=C(C=C1)C)C=1C=C2C=CC(=CC2=CC1)S(=O)(=O)[O-]